9-fluoro-6-oxo-5,6-dihydrobenzo[c][1,5]Naphthyridine-3-carboxylic acid methyl ester COC(=O)C1=CN=C2C3=C(C(NC2=C1)=O)C=CC(=C3)F